methyl (E)-2-(3-(3,4-dihydroxyphenyl)acrylamido)-5-hydroxybenzoate OC=1C=C(C=CC1O)/C=C/C(=O)NC1=C(C(=O)OC)C=C(C=C1)O